(R)-6-chloro-3-((1-(6-methyl-4-oxo-2-(3,3-difluoroazetidin-1-yl)-4H-chromen-8-yl)ethyl)amino)picolinic acid ClC1=CC=C(C(=N1)C(=O)O)N[C@H](C)C=1C=C(C=C2C(C=C(OC12)N1CC(C1)(F)F)=O)C